FC1=C(C=CC(=C1)C)C1CC=NN1C(=O)C12CC(C1)(C2)CN2N=CC1=CC(=CC=C21)C#N 1-((3-(5-(2-fluoro-4-methyl-phenyl)-4,5-dihydro-1H-pyrazole-1-carbonyl)bicyclo-[1.1.1]pentan-1-yl)methyl)-1H-indazole-5-carbonitrile